monocesium phosphate P(=O)([O-])(O)O.[Cs+]